(3R)-N-((1R)-2-((3-fluoro-4-(trimethylsilyl)phenyl)amino)-1-(4-methoxyphenyl)-2-oxoethyl)-5-oxopyrrolidine FC=1C=C(C=CC1[Si](C)(C)C)NC([C@@H](C1=CC=C(C=C1)OC)N1CCCC1=O)=O